2,3-dihydroxynaphthalene-6-sulfonic acid sodium [Na].OC1=CC2=CC=C(C=C2C=C1O)S(=O)(=O)O